(1R,3S,5R)-2-(2-(4-amino-7-bromo-9H-pyrimido[4,5-b]indol-9-yl)acetyl)-N-(6-bromopyridin-2-yl)-2-azabicyclo[3.1.0]hexane-3-carboxamide NC1=NC=NC=2N(C3=CC(=CC=C3C21)Br)CC(=O)N2[C@@H]1C[C@@H]1C[C@H]2C(=O)NC2=NC(=CC=C2)Br